3-(4-Hydroxy-3-{2-[4-(trifluoromethoxy)phenyl]-6-oxa-2,9-diazaspiro[4.5]decan-9-yl}butanamido)pyrrolidine-1-carboxamide OCC(CC(=O)NC1CN(CC1)C(=O)N)N1CCOC2(CCN(C2)C2=CC=C(C=C2)OC(F)(F)F)C1